N-Lauroyllysin C(CCCCCCCCCCC)(=O)N[C@@H](CCCCN)C(=O)O